NC=1C(=NC(=NC1)NC(C)(C)C)N[C@@H]1CC[C@H]([C@@H](C1)O)C (1R,2R,5R)-5-((5-amino-2-(tert-butylamino)pyrimidin-4-yl)amino)-2-methylcyclohexan-1-ol